CS(=O)(=O)OC[C@H](C1=CC(=CC(=C1)F)Cl)NC(=O)OC(C)(C)C (S)-2-((tert-butoxycarbonyl)amino)-2-(3-chloro-5-fluorophenyl)ethyl methanesulfonate